CC(CCCNC(=O)C=1C(=NC2=CC(=CC=C2C1C)C(F)(F)F)OCC)(C)C N-(4,4-dimethyl-pentyl)-2-ethoxy-4-methyl-7-(trifluoromethyl)-quinoline-3-carboxylic acid amide